Dipotassium succinate salt C(CCC(=O)[O-])(=O)[O-].[K+].[K+]